ethyl (1-(benzo[d][1,3]dioxol-5-yl)propan-2-yl)carbamodithioate O1COC2=C1C=CC(=C2)CC(C)NC(=S)SCC